Isoquinoline-6-carboxylic acid C1=NC=CC2=CC(=CC=C12)C(=O)O